C1(=CCC(C=C1)(C(C)C)O)C p-menthadien-4-ol